OC(CNC(C1=C(C(C(=O)NCC(CO)O)=C(C(=C1I)N)I)I)=O)CO N1,N3-bis(2,3-dihydroxypropyl)-5-amino-2,4,6-triiodoisophthalamide